[Cl-].[Cl-].C[Si](=[Zr+2](C1C(=CC2=C(C=CC=C12)C1=CC=C(C=C1)C(C)(C)C)C)C1C(=CC2=C(C(=C(C=C12)C(C)(C)C)OC)C1=CC=CC=C1)C)C rac-trans-dimethylsilylene(2-methyl-4-phenyl-5-methoxy-6-tert-butylindenyl)(2-methyl-4-(4-tert-butylphenyl)indenyl)zirconium dichloride